Br[C@@]12[C@]3(C=CCC=C3CC[C@H]1[C@@H]1C[C@@H]([C@H](CC)[C@]1(CC2)C)C)C 9-bromo-16beta-methyl-pregna-1,4-diene